Heptane trifluoroacetate FC(C(=O)O)(F)F.CCCCCCC